[Pt].CC1=C(C(=C(C1)C)C)C trimethyl-(methylcyclopentadiene) platinum